ClC1=C(C=C(C=C1)C=1CSC2=CC(=CC=C2C1C1=CC=C(C=C1)O[C@@H]1CN(CC1)CCCF)O)C 3-(4-Chloro-3-methylphenyl)-4-[4-[(3S)-1-(3-fluoropropyl)pyrrolidin-3-yl]oxyphenyl]-2H-thiochromen-7-ol